5-(3-(piperidine-1-carbonyl)pyrazolo[1,5-a]pyridine-7-yl)-N-(pyridin-4-yl)nicotinamide N1(CCCCC1)C(=O)C=1C=NN2C1C=CC=C2C=2C=NC=C(C(=O)NC1=CC=NC=C1)C2